3-(7-fluoro-5-(5-((4'-fluoro-5,5-dimethyl-3,4,5,6-tetrahydro-[1,1'-biphenyl]-2-yl)methyl)-2,5-diazabicyclo[2.2.2]octane-2-carbonyl)-1-oxoisoindolin-2-yl)piperidine-2,6-dione FC=1C=C(C=C2CN(C(C12)=O)C1C(NC(CC1)=O)=O)C(=O)N1C2CN(C(C1)CC2)CC2=C(CC(CC2)(C)C)C2=CC=C(C=C2)F